NCC1=CC=C(C=N1)C1=NC=C(C=C1)C(C(=O)NC1=NC=C(C(=C1)C1=C2N(N=C1)CC(C2)(C)C)Cl)C 2-(6'-(aminomethyl)-[2,3'-bipyridine]-5-yl)-N-(5-chloro-4-(5,5-dimethyl-5,6-dihydro-4H-pyrrolo[1,2-b]pyrazol-3-yl)pyridin-2-yl)Propionamide